3-acetylthiophene-2-carboxylic acid C(C)(=O)C1=C(SC=C1)C(=O)O